2,4,6-Trimethyl-benzoyldiphenylphosphin oxid CC1=C(C(=O)P(C2=CC=CC=C2)(C2=CC=CC=C2)=O)C(=CC(=C1)C)C